FC(C1=CC=C(C=N1)C1CCC(CC1)N1C[C@@]2(CCS(C2)(=O)=O)CCC1)(F)F (S)-7-((1R,4S)-4-(6-(trifluoromethyl)pyridin-3-yl)cyclohexyl)-2-thia-7-azaspiro[4.5]decane 2,2-dioxide